(E)-4-{2-[(4-chlorophenyl)methanesulfonyl]vinyl}benzene-1,2-diol ClC1=CC=C(C=C1)CS(=O)(=O)/C=C/C=1C=C(C(=CC1)O)O